C[C@H]1NCCC2=CC=CC=C12 (R)-1-methyl-1,2,3,4-tetrahydroisoquinoline